3-(6-chloroimidazo[1,2-a]pyridin-7-yl)-1,4-oxazepan ClC=1C(=CC=2N(C1)C=CN2)C2COCCCN2